2-(6-(hydroxymethyl)pyridin-3-yl)acetate OCC1=CC=C(C=N1)CC(=O)[O-]